C(C)OC(C)C1=CC=C(C=C1)CC(C)C 1-(1-ethoxyethyl)-4-isobutyl-benzene